C1(=CC=C(C=CC)C=C1)OC anti-anethole